tert-butyl (1R,5S,6r)-6-[(tert-butyl)carbamoyl]-3-azabicyclo[3.1.0]hexane-3-carboxylate C(C)(C)(C)NC(=O)C1[C@H]2CN(C[C@@H]12)C(=O)OC(C)(C)C